2-[5-(4-fluorophenyl)-4-methoxy-1-methyl-1H-pyrazol-3-yl]-1H-isoindole-1,3(2H)-dione FC1=CC=C(C=C1)C1=C(C(=NN1C)N1C(C2=CC=CC=C2C1=O)=O)OC